[Cl+]1CC=CC=C1 chloraininium